tert-butyl 4-(4-(5-(3-((5-cyano-4-(4-fluorophenyl)thiazol-2-yl)(methyl)amino)-2-ethylimidazo[1,2-a]pyridin-6-yl)pyridin-2-yl)piperazine-1-carboxamido)piperidine-1-carboxylate C(#N)C1=C(N=C(S1)N(C1=C(N=C2N1C=C(C=C2)C=2C=CC(=NC2)N2CCN(CC2)C(=O)NC2CCN(CC2)C(=O)OC(C)(C)C)CC)C)C2=CC=C(C=C2)F